6-(naphthalen-1-ylmethyl)-3-oxo-2,3-dihydropyridazin-4-yl 3-benzyl-1H-pyrazole-5-carboxylate C(C1=CC=CC=C1)C1=NNC(=C1)C(=O)OC=1C(NN=C(C1)CC1=CC=CC2=CC=CC=C12)=O